CC1=C(C=C(C=C1)CCC(=O)[O-])CN1S(C2=C(O[C@@H](C1)C)C=CC=C2)(=O)=O 3-(4-methyl-3-(((R)-4-methyl-1,1-dioxido-3,4-dihydro-2H-benzo[b][1,4,5]oxathiazepin-2-yl)methyl)phenyl)propanoate